ClC1=CC=C(C=C1)C=1N=CN(C1C1=CC=NC=C1)CC(=O)N1CC=2N(CC1)C=NC2 2-[4-(4-chlorophenyl)-5-(pyridin-4-yl)-1H-imidazol-1-yl]-1-{5H,6H,7H,8H-imidazo[1,5-a]pyrazin-7-yl}ethan-1-one